ClC=1C=C(C(=O)N2CC=3C(=NN4C3C(N(CC4)CC4=CC(=NC=C4)OC)=O)CC2)C=CC1Cl 2-(3,4-Dichlorobenzoyl)-9-[(2-methoxypyridin-4-yl)methyl]-1,2,3,4,8,9-hexahydropyrido-[4',3':3,4]pyrazolo[1,5-a]pyrazin-10(7H)-one